C(C=C)(=O)N1CCO[C@H](C1)C (2S,6S)-4-acryloyl-6-methylmorpholin